O=C1NC(CCC1N1C(C2=CC=CC(=C2C1=O)C#CCCCNC(OC(C)(C)C)=O)=O)=O tert-butyl N-[5-[2-(2,6-dioxopiperidin-3-yl)-1,3-dioxoisoindol-4-yl]pent-4-yn-1-yl]carbamate